amyl isononyl terephthalate C(C1=CC=C(C(=O)OCCCCCCC(C)C)C=C1)(=O)OCCCCC